9-(3-bromophenyl)-10-(3',4',5'-triphenyl-[1,1':2',1''-terphenyl]-3-yl)anthracene BrC=1C=C(C=CC1)C=1C2=CC=CC=C2C(=C2C=CC=CC12)C=1C=C(C=CC1)C=1C(=C(C(=C(C1)C1=CC=CC=C1)C1=CC=CC=C1)C1=CC=CC=C1)C1=CC=CC=C1